PHENYL ETHYLACETATE (2-phenylethyl acetate) C1(=CC=CC=C1)CCCC(=O)O.C(C)CC(=O)OC1=CC=CC=C1